CO[Si](CCCCCC(C)[Si](OC)(OC)OC)(OC)OC 1,6-bis(trimethoxysilyl)heptane